(2-chlorophenyl)-4-hydroxy-3,5-dimethoxybenzoyl-hydrazine ClC1=C(C=CC=C1)N(N)C(C1=CC(=C(C(=C1)OC)O)OC)=O